1-(2-methylpyridin-4-yl)-2-nitroethan-1-ol CC1=NC=CC(=C1)C(C[N+](=O)[O-])O